FC1=CN=C2C=3C(=NC(=NC13)OC[C@]13CCCN3C[C@@H](C1)F)N(C1(COC1)CO2)C 4-fluoro-2-(((2R,7aS)-2-fluorotetrahydro-1H-pyrrolizin-7a(5H)-yl)methoxy)-10-methyl-8H,10H-7-oxa-1,3,6,10-tetraazaspiro[cyclohepta[de]naphthalene-9,3'-oxetan]